N-(3-bromo-5-fluorophenyl)-N-(2,2-difluoroethyl)-3-fluoro-9-methylpyrido[3,2-e][1,2,4]triazolo[4,3-a]pyrimidin-5-amine BrC=1C=C(C=C(C1)F)N(C1=NC=2N(C3=C1C=C(C=N3)F)C(=NN2)C)CC(F)F